(2R,6R)-2-hydroxy-2-methyl-6-methylamino-6-(4-(trifluoromethyl)phenyl)cyclohexan-1-one O[C@]1(C([C@@](CCC1)(C1=CC=C(C=C1)C(F)(F)F)NC)=O)C